SC1=NN=NN1C1=CC=CC=C1 mercapto-1-phenyl-tetrazole